CC(C)(OC1=CC(=NC(=C1C(F)(F)F)OC(C)(C)C)C=1C=NC=CC1)C 4,6-bis(1,1-dimethylethoxy)-2-(3-pyridyl)-5-trifluoromethylpyridine